5-(3-bromopropyloxy)-N-methylpyridine-amide BrCCCOC=1C=CC(=NC1)C(=O)NC